iron oxide compound with iron [Fe+2].[O-2].[Fe+2].[O-2]